(2R,3S)-5-(8-fluoro-3-quinolyl)-2,3-dimethyl-2,3-dihydro-1,4-benzoxazepine FC=1C=CC=C2C=C(C=NC12)C1=N[C@H]([C@H](OC2=C1C=CC=C2)C)C